ClC1=CC=C(COC2=NN=C(S2)NC(C2=C(C=NC=C2)N2[C@H](COC[C@@H]2C)C)=O)C=C1 N-(5-((4-chlorobenzyl)oxy)-1,3,4-thiadiazol-2-yl)-3-((3S,5S)-3,5-dimethylmorpholino)isonicotinamide